4-(8-((2-cyclopropyl-5-ethoxy-4'-fluoro-[1,1'-biphenyl]-4-yl)methyl)-2-oxo-1,3,8-triazaspiro[4.5]decan-3-yl)-N-(2-hydroxyethyl)benzamide C1(CC1)C1=C(C=C(C(=C1)CN1CCC2(CN(C(N2)=O)C2=CC=C(C(=O)NCCO)C=C2)CC1)OCC)C1=CC=C(C=C1)F